NC1=NC(=NC=C1)C=1C(=NN(C1OCC[C@H](C)NC1=C(C=NC(=C1)Cl)C1=NC=C(C=C1F)CN1CC(C1)C(C)(C)F)C)C (S)-N-(4-((4-(4-Aminopyrimidin-2-yl)-1,3-dimethyl-1H-pyrazol-5-yl)oxy)butan-2-yl)-6'-chloro-3-fluoro-5-((3-(2-fluoropropan-2-yl)azetidin-1-yl)methyl)-[2,3'-bipyridin]-4'-amine